N4-behenyl-oxy-1-beta-D-arabinofuranosyl-cytosine C(CCCCCCCCCCCCCCCCCCCCC)ONC1=NC(N(C=C1)[C@H]1[C@@H](O)[C@H](O)[C@H](O1)CO)=O